[Pd+2].CS(=O)(=O)O methane-sulfonic acid palladium (II)